(E)-N'-(3,5-dimethoxybenzylidene)-5-(4-methoxyphenyl)furan-2-carbohydrazide COC=1C=C(\C=N\NC(=O)C=2OC(=CC2)C2=CC=C(C=C2)OC)C=C(C1)OC